Ammonium 7-nitronaphthalene-1,2-dicarboxylic anhydride [N+](=O)([O-])C=1C=CC2=CC=C3C(=C2C1)C(=O)OC3=O.[NH4+]